N-cyclobutyl-2-(3-(6-(difluoromethoxy)pyridin-3-yl)-6-oxopyridazin-1(6H)-yl)acetamide C1(CCC1)NC(CN1N=C(C=CC1=O)C=1C=NC(=CC1)OC(F)F)=O